m-chloroperbenzoic acid, hydroperoxide ClC1=CC(=CC=C1)C(=O)OOO